(R)-N-(1-(3-(difluoromethyl)-2-fluorophenyl)ethyl)-4-oxo-5-(tetrahydro-2H-pyran-4-yl)-4,5-dihydro-1H-pyrrolo[3,2-c]pyridine-7-carboxamide FC(C=1C(=C(C=CC1)[C@@H](C)NC(=O)C=1C2=C(C(N(C1)C1CCOCC1)=O)C=CN2)F)F